4-(5-methyl-2-((1-methyl-1H-pyrazol-5-yl)amino)pyrimidin-4-yl)-N-(3-(trifluoromethoxy)benzyl)oxazole-2-carboxamide CC=1C(=NC(=NC1)NC1=CC=NN1C)C=1N=C(OC1)C(=O)NCC1=CC(=CC=C1)OC(F)(F)F